C(#N)C1=NN(C(=C1)C)CCN[C@H](C(=O)NC1=NC=C(C=C1)C=1C=NN(C1)C)C1=CC=CC=C1 |r| (S)- and (R)-2-((2-(3-cyano-5-meth-yl-1H-pyrazol-1-yl)ethyl)amino)-N-(5-(1-methyl-1H-pyrazol-4-yl)-pyridin-2-yl)-2-phenylacetamide